C1=CC=C(C=2N=NC=3C=CC=CC3C21)N benzo[c]cinnolin-4-amine